The molecule is an organic heterotetracyclic compound that is 2,3,3a,12b-tetrahydrodibenzo[2,3:6,7]oxepino[4,5-c]pyrrole bearing methyl and chloro substituents at positions 2 and 5 respectively. It is an organic heterotetracyclic compound, an organochlorine compound, a cyclic ether and a tertiary amino compound. CN1CC2C(C1)C3=C(C=CC(=C3)Cl)OC4=CC=CC=C24